OCC(C)N1C(=NN=C1)C1=CC=CC(=N1)N1C(N(CC1)C1=CC=C(C=C1)S(=O)(=O)C)=O 1-(6-(4-(1-hydroxypropan-2-yl)-4H-1,2,4-triazol-3-yl)pyridin-2-yl)-3-(4-(methylsulfonyl)phenyl)imidazolidin-2-one